ClC1=C(C=C(C=C1)C1(CN(C1)C(=O)OC(C)(C)C)OC)F tert-butyl 3-(4-chloro-3-fluorophenyl)-3-methoxyazetidine-1-carboxylate